FC=1C=C(C=C(C1)F)S(=O)(=O)N1C2CN(CC1CC2)C(=O)C2=CN=NN2 {8-[(3,5-difluorophenyl)sulfonyl]-3,8-diazabicyclo[3.2.1]oct-3-yl}(1H-1,2,3-triazol-5-yl)methanone